ClC=1C=C2[C@](C(N(C2=CC1)C1=CC=C(C=C1)CN1N=NN(C1=O)C)=O)(C)C=1C=C2CCC(OC2=CC1)(C)C (S)-5-chloro-3-(2,2-dimethylchroman-6-yl)-3-methyl-1-(4-((4-methyl-5-oxo-4,5-dihydro-1H-tetrazol-1-yl)methyl)phenyl)indolin-2-one